NC1=CC=C(C(=N1)C1=C(C=C2C(=NC=NC2=C1)N1CCN(CC1)C(C=C)=O)Cl)C(F)(F)F 1-(4-[7-[6-amino-3-(trifluoromethyl)pyridin-2-yl]-6-chloroquinazolin-4-yl]piperazin-1-yl)prop-2-en-1-one